2-[(2-methyl-1-oxo-2-propenyl)oxy]ethyl 3-oxobutanoate O=C(CC(=O)OCCOC(C(=C)C)=O)C